4-Chloro-N-cyclopentyl-1-methyl-7-(morpholinomethyl)phthalazin-6-amine ClC1=NN=C(C2=CC(=C(C=C12)NC1CCCC1)CN1CCOCC1)C